di-sec-butylchlorosilane C(C)(CC)[SiH](Cl)C(C)CC